1-ethyl-3-methyl-2-phospholene C(C)P1C=C(CC1)C